C(#N)C1=CC=C(C=C1)C1=CC(=NN1)N 5-(4-cyanophenyl)-1H-pyrazol-3-amine